1,3,5-tris(3'-t-butyl-4'-hydroxy-5-methylbenzyl)-S-triazine-2,4,6(1H,3H,5H)-trione C(C)(C)(C)C=1C=C(CN2C(N(C(N(C2=O)CC2=CC(=C(C(=C2)C)O)C(C)(C)C)=O)CC2=CC(=C(C(=C2)C)O)C(C)(C)C)=O)C=C(C1O)C